[6-(4-Hydroxy-2-hydroxymethyl-pyrrolidin-1-yl)-hexyl]-carbamic acid benzyl ester C(C1=CC=CC=C1)OC(NCCCCCCN1C(CC(C1)O)CO)=O